O1CC[C@H](C2=CC=CC=C12)NC(C(F)(F)F)C=1C=NC2=C(C=CC=C2C1N(C)C)C1=CC(=CC(=C1)Cl)Cl 3-[1-[[(4R)-chroman-4-yl]amino]-2,2,2-trifluoro-ethyl]-8-(3,5-dichlorophenyl)-N,N-dimethyl-quinolin-4-amine